BrC1=CC=C2NC=3CCCCC3C(C2=C1)=O 7-bromo-1,2,3,4-tetrahydroacridin-9(10H)-one